ClC=1N=CC=2C=CC=C(C2C1)N 3-chloroisoquinolin-5-amine